CN(S(=O)(=O)NC(CC)=O)C N-(N,N-dimethylsulfamoyl)propanamide